5-methoxy-5-phenylhexahydrocyclopenta[c]pyrrole COC1(CC2C(CNC2)C1)C1=CC=CC=C1